COC1=CC(=CC2=C1OC(C2CO)C3=CC(=C(C(=C3)OC)O)OC)/C=C/CO The molecule is a guaiacyl lignin that is found in Arabidopsis thaliana. It has a role as a plant metabolite. It is a member of 1-benzofurans, a guaiacyl lignin, a member of phenols, a primary alcohol and a dimethoxybenzene. It derives from a coniferol and a sinapyl alcohol.